6-[3-(trifluoromethyl)-1-bicyclo[1.1.1]pentanyl]pyrimidine-5-carbaldehyde FC(C12CC(C1)(C2)C2=C(C=NC=N2)C=O)(F)F